tetramethyl-1,3-diammoniobutane pyrophosphate [O-]P([O-])(=O)OP(=O)([O-])[O-].CC(C([NH3+])(C)C)(C(C)[NH3+])C.CC(C(C)(C)[NH3+])(C(C)[NH3+])C